2-(2-hydroxy-3-allyl-5-methylphenyl)benzotriazole OC1=C(C=C(C=C1CC=C)C)N1N=C2C(=N1)C=CC=C2